C(C1=CC=CC=C1)SC[C@H](C=C)C (S)-BENZYL(2-METHYLBUT-3-EN-1-YL)SULFANE